C(C)(C)(C)C1=NOC(=N1)C(=O)N 3-(tert-butyl)-1,2,4-oxadiazole-5-carboxamide